FC1=CC2=C(N(C(=N2)N2C[C@@H]3[C@H](OCCN3)CC2)[C@@H](C)C2=CC=C(C=N2)C#N)C(=C1)F 6-((1S)-1-(5,7-Difluoro-2-((4aR,8aR)-hexahydro-2H-pyrido[4,3-b][1,4]oxazin-6(5H)-yl)-1H-benzimidazol-1-yl)ethyl)-3-pyridincarbonitril